2-(4-ethylphenyl)thiophene C(C)C1=CC=C(C=C1)C=1SC=CC1